NC=1C=CC2=C(C3=CC=C(C=C3N=C2C1)N)OB(O)O (3,6-diamino-9-acridinyl)boric acid